ClC=1C(=C2C(=NC1)NC(=N2)C2=CC=C(C=C2)N2CCN(CC2)CCO)N[C@@H]2CN(CC2)C 2-{4-[4-(6-Chloro-7-{[(3S)-1-methylpyrrolidin-3-yl]amino}-3H-imidazo[4,5-b]pyridin-2-yl)phenyl]piperazin-1-yl}ethanol